OC(CCCCC)C1C(CCCC1)=O 2-(1-hydroxyhexyl)-cyclohexanone